2,5-dichloro-7-cyclopentylimidazo[4,3-f][1,2,4]triazine ClC1=NN2C(C=N1)=C(N=C2C2CCCC2)Cl